C(C)(C)(C)OC([C@H](CCCONC(=O)OCC=C)NC(=O)OC(C)(C)C)=O.BrC1=C(C=C(C(=C1)OC)OC)C=CC(C=CC1=C(C=C(C(=C1)OC)OC)Br)=O 1,5-bis(2-bromo-4,5-dimethoxyphenyl)penta-1,4-dien-3-one tert-butyl-(S)-5-((((allyloxy)carbonyl)amino)oxy)-2-((tert-butoxycarbonyl)amino)pentanoate